FC=1C=C2CCN(CC2=CC1NC=1N=NC(=C(N1)NC1=NC=CC=C1CO)C(=O)N)C ((6-fluoro-2-methyl-1,2,3,4-tetrahydroisoquinolin-7-yl)amino)-5-((3-(hydroxymethyl)pyridin-2-yl)amino)-1,2,4-triazine-6-carboxamide